2,6-dimethylpiperidinyl-(2,6-dimethylpiperidine) CC1N(C(CCC1)C)N1C(CCCC1C)C